C(C)(C)(C)OC(=O)N1C[C@H](CC1)CC(=O)N(C)OC (3R)-3-{2-[methoxy(methyl)amino]-2-oxoethyl}pyrrolidine-1-carboxylic acid tert-butyl ester